6,7-dihydro-4H-pyrazolo[5,1-C][1,4]oxazine-2-carboxylate N1=C(C=C2COCCN21)C(=O)[O-]